FC(C)(F)C1=NC(=CC(=N1)NC1=CC(=NC=C1OCC)NC(C)=O)C=1C=NC=C(C1)OC N-(4-((2-(1,1-difluoroethyl)-6-(5-methoxypyridin-3-yl)pyrimidin-4-yl)amino)-5-ethoxypyridin-2-yl)acetamide